(3-((3-carbamoyl-6-(ethyl (methyl) amino)-5-methylpyrazin-2-yl) amino) phenethyl) carbamate C(N)(OCCC1=CC(=CC=C1)NC1=NC(=C(N=C1C(N)=O)C)N(C)CC)=O